FC(C1=CC=C(C=N1)C1CC2(CN(C2)C(=O)N2CC3(C2)CC(CC3)CC=3C=NC(=CC3)C(F)(F)F)C1)(F)F [6-[6-(trifluoromethyl)-3-pyridinyl]-2-azaspiro[3.3]heptan-2-yl]-[6-[[6-(trifluoromethyl)-3-pyridinyl]methyl]-2-azaspiro[3.4]octan-2-yl]methanone